CN(C)C1=CC=C(C=C1)C(C)=O p-(N,N-dimethylamino)acetophenone